P1(=O)(OCCCl)OCCCO1 (2-chloroethyl) 1,3-propanediyl phosphate